N-(4-Chloro-3-cyano-1H-indol-7-yl)-1-methyl-pyrazol-4-sulfonamid ClC1=C2C(=CNC2=C(C=C1)NS(=O)(=O)C=1C=NN(C1)C)C#N